COC1=CC=C(C=C1)N1CCN(CC1)CCOC1=C(C=O)C=CC=C1 2-[4-(4-methoxyphenyl)piperazin-1-yl]Ethoxybenzaldehyde